tert-butyl (S)-(2-(3,5-difluorophenyl)-1-(3-(4-(morpholinosulfonyl)phenyl)-4-oxo-3,4-dihydroquinazolin-2-yl)ethyl)carbamate FC=1C=C(C=C(C1)F)C[C@@H](C1=NC2=CC=CC=C2C(N1C1=CC=C(C=C1)S(=O)(=O)N1CCOCC1)=O)NC(OC(C)(C)C)=O